CC1(CN(CCN1)C=1C=CC=2N=CN=C(C2N1)NC1=CC(=C(C=C1)OC1=CC2=C(N(N=N2)C)C=C1)C)C 6-(3,3-dimethylpiperazin-1-yl)-N-(3-methyl-4-((1-methyl-1H-benzo[d][1,2,3]triazol-5-yl)oxy)phenyl)pyrido[3,2-d]pyrimidin-4-amine